FC(C=1C=C(C=CC1)C12CN(CC2C1)C(=O)C1CC2(C1)NC(OC2)=O)(F)F (rac)-(2s,4s)-2-(1-(3-(Trifluoromethyl)phenyl)-3-azabicyclo[3.1.0]hexan-3-carbonyl)-7-oxa-5-azaspiro[3.4]octan-6-on